ClC1=C2C=NN(C2=CC=C1NC1=NN(C=C1C)C1=CC(=C(C(=O)NC2=NC=NC=C2)C=C1)OC)C1OCCCC1 4-(3-((4-chloro-1-(tetrahydro-2H-pyran-2-yl)-1H-indazol-5-yl)amino)-4-methyl-1H-pyrazol-1-yl)-2-methoxy-N-(pyrimidin-4-yl)benzamide